tetrahexyl-ammonium dichloroiodate I(=O)(=O)Cl.I(=O)(=O)Cl.C(CCCCC)[N+](CCCCCC)(CCCCCC)CCCCCC